4-(8-chloro-4-(3-(dimethylamino)azetidin-1-yl)-6-fluoro-1-((trans)-4-methoxypyrrolidin-3-yl)-1H-imidazo[4,5-c]quinolin-7-yl)naphthalen-2-ol ClC1=CC=2C3=C(C(=NC2C(=C1C1=CC(=CC2=CC=CC=C12)O)F)N1CC(C1)N(C)C)N=CN3[C@@H]3CNC[C@H]3OC